ClC=1C=C(C=C2CN(C(C12)=O)CC1CC1)C1=C(N=C(S1)NC(=O)N1[C@@H](CCC1)C(=O)N)C (2S)-N1-(5-(7-chloro-2-cyclopropylmethyl-1-oxoisoindol-5-yl)-4-methylthiazol-2-yl)-pyrrolidine-1,2-dicarboxamide